N-((3R,4R)-2-(1-(1-methyl-6-oxo-1,6-dihydropyridin-3-yl)-1H-indazol-5-yl)-1,1-dioxido-3-phenylisothiazolidin-4-yl)cyclopropanecarboxamide CN1C=C(C=CC1=O)N1N=CC2=CC(=CC=C12)N1S(C[C@@H]([C@H]1C1=CC=CC=C1)NC(=O)C1CC1)(=O)=O